S1N=CC=C1NC(=O)C=1C=2N(C3=C(C1)C(CC3)C)C=NN2 N-(Isothiazol-5-yl)-6-methyl-7,8-dihydro-6H-cyclopenta[e][1,2,4]triazolo[4,3-a]pyridine-4-carboxamide